6-Cyclobutoxy-2H-pyrazolo[3,4-b]Pyridine C1(CCC1)OC=1C=CC=2C(N1)=NNC2